C(C)(C)(C)OC(=O)N1[C@@H](CCC1)C=1C=C(C=C2CCN(CC12)C(=O)N1CCC(CC1)(F)F)C=1C=C2C(=NC1)NC=C2C (S)-2-[2-(4,4-difluoropiperidine-1-carbonyl)-6-(3-methyl-1H-pyrrolo[2,3-b]pyridin-5-yl)-1,2,3,4-tetrahydroisoquinolin-8-yl]pyrrolidine-1-carboxylic acid tert-butyl ester